4,4'-(dimethylmethylene)bis[2-(2-propenyl)phenol] CC(C1=CC(=C(C=C1)O)CC=C)(C1=CC(=C(C=C1)O)CC=C)C